2-((3-bromo-1-methyl-1H-pyrazol-4-yl)methyl)-6-(ethoxymethyl)imidazo[1,2-a]pyrazine BrC1=NN(C=C1CC=1N=C2N(C=C(N=C2)COCC)C1)C